(4-Vinylbenzyl) dimethylaminoethyl ether CN(C)CCOCC1=CC=C(C=C1)C=C